The molecule is a member of the class of pyrroles carrying cyano and 2,3-dichlorophenyl substituents at positions 3 and 4 respectively. A fungicide used mainly to control seed-borne pathogens in cereal crops. It has a role as an antifungal agrochemical. It is a member of pyrroles, a nitrile and a dichlorobenzene. C1=CC(=C(C(=C1)Cl)Cl)C2=CNC=C2C#N